(1R,4R)-4-(Chloromethyl)Cyclohexanecarboxylic acid methyl ester COC(=O)C1CCC(CC1)CCl